CC1(CC=CC(C1)C(CCC=C)=O)C 1-(5,5-Dimethyl-2-cyclohexen-1-yl)-4-penten-1-one